(S)-1-(5-(difluoromethyl)-1,3,4-thiadiazol-2-yl)-4-(4-isobutyryl-3-methylpiperazin-1-yl)-N-(3-methyloxetan-3-yl)-1H-indazole-6-sulphonamide FC(C1=NN=C(S1)N1N=CC2=C(C=C(C=C12)S(=O)(=O)NC1(COC1)C)N1C[C@@H](N(CC1)C(C(C)C)=O)C)F